(2-(4-morpholinyl)ethyl)-11,13-dioxo-1,2,3,4,4a,5,6,6a,7,11,13,14a-dodecahydropyrido[1',2':4,5]pyrazino[1,2-a]quinazoline-10-carboxamide N1(CCOCC1)CCC1CCCC2CNC3N(C12)C(C=1N(C3)C=C(C(C1)=O)C(=O)N)=O